N-(2-chlorophenyl)-3-{[2-(4-chlorophenyl)imidazo[1,2-a]pyrimidin-3-yl]methyl}-3,8-diazabicyclo[3.2.1]octane-8-carboxamide ClC1=C(C=CC=C1)NC(=O)N1C2CN(CC1CC2)CC2=C(N=C1N2C=CC=N1)C1=CC=C(C=C1)Cl